N,N'-bis(3-dimethylaminopropyl)oxamide CN(CCCNC(=O)C(=O)NCCCN(C)C)C